C(C1=CC=CC=C1)OC(=O)N1CC(C1)(NS(=O)C(C)(C)C)C#CCOC 3-(3-methoxyprop-1-yn-1-yl)-3-[(2-methylpropan-2-sulfinyl)amino]azetidine-1-carboxylic acid benzyl ester